CNC(C1=C(C=CC=C1)NC1=NC(=NC=C1C(F)(F)F)NC1=CC=C(C=C1)C=1C=NN(C1)C1CCNCC1)=O N-methyl-2-((2-((4-(1-(piperidin-4-yl)-1H-pyrazol-4-yl)phenyl)amino)-5-(trifluoromethyl)pyrimidin-4-yl)amino)benzamide